methyl 3-(4-(tert-butyl)pyrimidin-5-yl)propanoate C(C)(C)(C)C1=NC=NC=C1CCC(=O)OC